BrC=1C=C2CCCC(C2=CC1)C (6-bromo-1,2,3,4-tetrahydronaphthalen-1-yl)methane